2-(4-(2-((1-(cyclopropyl-methyl)-7-fluoro-1H-benzo[d]-imidazol-2-yl)-amino)-2-oxo-ethyl)-2-fluoro-phenoxy)nicotinamide C1(CC1)CN1C(=NC2=C1C(=CC=C2)F)NC(CC2=CC(=C(OC1=C(C(=O)N)C=CC=N1)C=C2)F)=O